OC(C(=O)O)COC[C@H](COC)NC=1C=NN(C(C1C(F)(F)F)=O)CC1=CC=C(C=C1)OC 2-hydroxy-3-((S)-3-methoxy-2-((1-(4-methoxybenzyl)-6-oxo-5-(trifluoromethyl)-1,6-dihydropyridazin-4-yl)amino)propoxy)propanoic acid